2-((2R,3S,4S,5R)-3-(3,4-difluoro-2-methoxyphenyl)-4,5-dimethyl-5-(trifluoromethyl)tetrahydrofuran-2-yl)-1H-imidazo[4,5-c]pyridine-6-carboxamide FC=1C(=C(C=CC1F)[C@H]1[C@@H](O[C@]([C@H]1C)(C(F)(F)F)C)C=1NC2=C(C=NC(=C2)C(=O)N)N1)OC